5-(dimethylamino)-8-iodoimidazo[1,2-a]pyridine-3-carbonitrile CN(C1=CC=C(C=2N1C(=CN2)C#N)I)C